methyl 4-(benzyloxy)-2-methyl-6-propoxybenzoate C(C1=CC=CC=C1)OC1=CC(=C(C(=O)OC)C(=C1)OCCC)C